ClC=1C2=C(N=C(N1)C=1OC(=CC1)C)SC(=C2)C 4-chloro-6-methyl-2-(5-methylfuran-2-yl)thieno[2,3-d]pyrimidine